C(#N)CC(=O)N1C(CC(=CC1)C1=C2C(=NC(=C1)NC(=O)C1CC1)NC=C2)CC N-(4-(1-(2-cyanoacetyl)-2-ethyl-1,2,3,6-tetrahydropyridin-4-yl)-1H-pyrrolo[2,3-b]pyridin-6-yl)cyclopropylcarboxamide